N1C=NC(=C1)C1=C(N=C2N1C=CC(=N2)C(C)=O)C2=NC(=NN2CC2=CC=C(C=C2)OC)C(F)(F)F 1-(3-(1H-imidazol-4-yl)-2-(1-(4-methoxybenzyl)-3-(trifluoromethyl)-1H-1,2,4-triazol-5-yl)imidazo[1,2-a]pyrimidin-7-yl)ethan-1-one